C(C)C1OS(OCC1)(=O)=O 4-ethyl-1,3,2-dioxathiane-2,2-dioxide